decafluoro-3-methoxy-4-(trifluoromethyl)-pentane FC(C(C(C(C(F)(F)F)(F)F)(OC)F)(C(F)(F)F)F)(F)F